BrC=1C=C(C=CC1)NC1=NC=NC2=CC(=C(C=C12)NC(C=CCN1CCCCC1)=O)OC 4-Piperidin-1-yl-but-2-enoic acid [4-(3-bromo-phenylamino)-7-methoxy-quinazolin-6-yl]-amide